2-[2-[2-[2-[2-[2-[2-[2-[2-[bis(tert-butoxycarbonyl)amino] ethoxy]ethoxy]ethoxy] ethoxy]ethoxy]ethoxy]ethoxy]ethoxy]ethyl 4-methylbenzenesulfonate CC1=CC=C(C=C1)S(=O)(=O)OCCOCCOCCOCCOCCOCCOCCOCCOCCN(C(=O)OC(C)(C)C)C(=O)OC(C)(C)C